N1N=CC=C1.[Na] sodium diazole